3-(4-((7-(spiro[3.3]heptan-2-ylamino)heptyl)amino)phenyl)piperidine-2,6-dione C1C(CC12CCC2)NCCCCCCCNC2=CC=C(C=C2)C2C(NC(CC2)=O)=O